3-(2-chloro-3-(1,4-benzodioxan-6-yl)anilino)-6-chlorobenzoisoxazol ClC1=C(NC2=NOC3=C2C=CC(=C3)Cl)C=CC=C1C1=CC3=C(OCCO3)C=C1